2-(2-methyl-6-(8-oxa-2-azaspiro[4.5]decan-2-yl)pyridin-3-yl)spiro[3.3]heptane-2,6-diamine CC1=NC(=CC=C1C1(CC2(C1)CC(C2)N)N)N2CC1(CC2)CCOCC1